ClC1=CC(=C(C=C1)C=1CCCC2=C(C1C1=CC=C(C=C1)CC1(CN(C1)CCCF)F)C=CC(=C2)C(=O)O)C(F)(F)F 8-(4-chloro-2-(trifluoromethyl)phenyl)-9-(4-((3-fluoro-1-(3-fluoropropyl)azetidin-3-yl)methyl)phenyl)-6,7-dihydro-5H-benzo[7]annulene-3-carboxylic acid